CC1=C(C=C(C=C1)ONC1=CC=CC=C1)ONC1=CC=CC=C1 4'-[4-methyl-(1,3-phenylene)dioxy]dianiline